8-morpholino-5,6,7,8-tetrahydro-1,6-naphthyridine-2-sulfonate O1CCN(CC1)C1CNCC=2C=CC(=NC12)S(=O)(=O)[O-]